N1C(=NC2=C1C=CC=C2)C2=CC=CC(=N2)C(=O)N2CCC(CC2)N2C(N=C(C=C2)C(=O)N)NC2=CC=CC=C2 1-(1-(6-(1H-benzo[d]imidazol-2-yl)picolinoyl)piperidin-4-yl)-2-(phenylamino)pyrimidine-4-carboxamide